NC1=C(C=C(N=N1)C1=C(C=CC=C1)O)N1CCN(CC1)C(C)C1=CC=CC=C1 2-(6-amino-5-(4-(1-phenylethyl)piperazin-1-yl)pyridazin-3-yl)phenol